CNC(=O)C=1C=C(C(=O)O)C=C(N1)[C@H](C)C1=CC=CC=C1 |r| (+/-)-2-(methylcarbamoyl)-6-(1-phenylethyl)isonicotinic acid